3-[(amino-iminomethyl)-thio]-1-propanesulfonate sodium salt [Na+].NC(SCCCS(=O)(=O)[O-])=N